CCCC(C(=O)O)O α-hydroxy-n-valeric acid